N-(tert-butyl)-2-(5-(4-fluoro-2-(4-isopropylpyrimidin-5-yl)phenoxy)pyrimidin-4-yl)-2-azaspiro[3.4]octan-6-amine C(C)(C)(C)NC1CC2(CN(C2)C2=NC=NC=C2OC2=C(C=C(C=C2)F)C=2C(=NC=NC2)C(C)C)CC1